N-[3-[(2,3-dihydroxypropyl)(3-decyloxypropyl)amino]propyl]myristoleamide OC(CN(CCCNC(CCCCCCC\C=C/CCCC)=O)CCCOCCCCCCCCCC)CO